octa-O-acetyl-β-D-maltose CC(=O)OCC1C(C(C(C(O1)OC(=O)C)OC(=O)C)OC(=O)C)OC2C(C(C(C(O2)COC(=O)C)OC(=O)C)OC(=O)C)OC(=O)C